C(C)(C)(C)OC(N([C@H]1CNCCC1)C)=O (R)-methyl-(piperidin-3-yl)carbamic acid tert-butyl ester